methyl 3-(((tert-butoxycarbonyl)amino)methyl)-1-(trans-3-hydroxycyclobutyl)-1H-pyrazole-5-carboxylate C(C)(C)(C)OC(=O)NCC1=NN(C(=C1)C(=O)OC)[C@@H]1C[C@H](C1)O